ClC1=C(C=CC=C1)C(C(C)C=1N(C(C(=C(N1)C(=O)NC=1C=NOC1)O)=O)C)C1=CC=CC=C1 [1-(2-chlorophenyl)-1-phenylpropan-2-yl]-5-hydroxy-1-methyl-N-(1,2-oxazol-4-yl)-6-oxopyrimidine-4-carboxamide